(4-methoxy-phenyl)-1,6-dimethyl-9H-pyrido[3,4-b]indole COC1=CC=C(C=C1)C1=CC2=C(NC3=CC=C(C=C23)C)C(=N1)C